ClC=1C=C(C=CC1C(=O)N1CCNCC1)NC(=O)C=1N(C(=CN1)C1=C(C(=C(C=C1)OC(F)F)F)F)C N-[3-chloro-4-(piperazine-1-carbonyl)phenyl]-5-[4-(difluoromethoxy)-2,3-difluoro-phenyl]-1-methyl-imidazole-2-carboxamide